C(C)C=1C=C(C=C2NC(C(NC12)=O)(C)C)F 8-ethyl-6-fluoro-3,3-dimethyl-3,4-dihydroquinoxalin-2(1H)-one